OC1CCN(CC1)C1=CC=C(C=C1)C(C=CC1=CC=C(C=C1)SC(F)(F)F)=O 1-[4-(4-Hydroxypiperidin-1-yl)phenyl]-3-[4-(trifluoromethylsulfanyl)phenyl]prop-2-en-1-one